C(C)(C)(C)OOC1(CCCCCCCCCCC1)OOC(C)(C)C 1,1-Bis(t-butylperoxy)cyclododecane